3-(N-(2-(5-cyanothiophen-2-yl)-5-(trifluoromethyl)phenyl)sulfamoyl)-4-ethylbenzoic Acid C(#N)C1=CC=C(S1)C1=C(C=C(C=C1)C(F)(F)F)NS(=O)(=O)C=1C=C(C(=O)O)C=CC1CC